C(C)OC(C=CC1=CC(=CC=C1)C1=NC2=CC=CC=C2C(=N1)NC=1C=C2C=NNC2=CC1)=O 3-(3-(4-((1H-indazol-5-yl)amino)quinazolin-2-yl)phenyl)acrylic acid ethyl ester